6-(4-chlorophenyl)-2-(5-fluoropyridin-3-yl)-N-[(cis)-2-hydroxycyclopentyl]-3-oxo-2,3-dihydropyridazine-4-carboxamide ClC1=CC=C(C=C1)C=1C=C(C(N(N1)C=1C=NC=C(C1)F)=O)C(=O)N[C@H]1[C@H](CCC1)O